C(#N)NC(CN)=O glycine, cyanoamide